(6Z)-8-bromo-6-methoxyimino-5,5-dimethyl-benzo[h]quinazolin-4-amine BrC=1C=CC2=C(\C(\C(C=3C(=NC=NC23)N)(C)C)=N/OC)C1